C(C)(C)C1=NOC(=N1)N1CCN(CC1)C(=O)[C@H]1CN(CCC1)S(=O)(=O)C1=CC=C(C=C1)S(=O)(=O)Cl (R)-4-((3-(4-(3-Isopropyl-1,2,4-oxadiazol-5-yl)piperazine-1-carbonyl)piperidin-1-yl)sulfonyl)benzenesulfonyl chloride